[Se](F)F selenofluoride